C(C)(C)(C)OC(=O)N1CC2C(C1)CC(C2)CO 5-(hydroxymethyl)hexahydrocyclopenta[c]pyrrole-2(1H)-carboxylic acid tert-butyl ester